C1(CC1)NC[C@@H]1C(N(CC1)C=1N=CC(=NC1)C(=O)NC=1C=C(C=2N(C1)C=C(N2)C)F)=O (R)-5-(3-((cyclopropylamino)methyl)-2-oxopyrrolidin-1-yl)-N-(8-fluoro-2-methylimidazo[1,2-a]pyridin-6-yl)pyrazine-2-carboxamide